C(#N)C(C)(C)N1N=CC(=C1)N(S(=O)(=O)CC)CC=1SC(=CN1)C=1OC(=NN1)C(F)F N-[1-(1-cyano-1-methylethyl)-1H-pyrazol-4-yl]-N-({5-[5-(difluoromethyl)-1,3,4-oxadiazol-2-yl]-1,3-thiazol-2-yl}methyl)ethane-1-sulfonamide